C(CC(O)(C(=O)[O-])CC(=O)[O-])(=O)O.[Na+].[Na+] disodium hydrogen citrate